C(C)(=O)N[C@@H](C)C(=O)O Acetyl-L-alanine